(R)-7-chloro-2-ethyl-2,3-dihydronaphtho[2,1-f][1,4]oxazepin-4(5H)-carboxylic acid tert-butyl ester C(C)(C)(C)OC(=O)N1C[C@H](OC2=C(C1)C=C(C1=CC=CC=C12)Cl)CC